O=C1NC(CCC1C1=NN(C2=CC(=CC=C12)N1CC(N(CC1)C(=O)OC(C)(C)C)(C)C)C)=O tert-butyl 4-[3-(2,6-dioxo-3-piperidyl)-1-methyl-indazol-6-yl]-2,2-dimethyl-piperazine-1-carboxylate